C(#N)C1=CC=C(CN(C(=O)C2=CC3=C(S2)C(=CC=C3OC)C3=CN(C(C=C3)=O)C)CCC3OC3)C=C1 N-(4-cyanobenzyl)-4-methoxy-7-(1-methyl-6-oxo-1,6-dihydropyridin-3-yl)-N-(2-(oxiran-2-yl)ethyl)benzo[b]thiophene-2-carboxamide